N-(2-fluorophenyl)-5-(4-(4-fluorophenyl)-1-(tetrahydrofuran-3-yl)-1H-imidazol-5-yl)furan-2-carboxamide FC1=C(C=CC=C1)NC(=O)C=1OC(=CC1)C1=C(N=CN1C1COCC1)C1=CC=C(C=C1)F